4-(5-cyano-3-nitropyridin-2-yl)-3-(2-hydroxyethyl)piperazine-1-carboxylic acid tert-butyl ester C(C)(C)(C)OC(=O)N1CC(N(CC1)C1=NC=C(C=C1[N+](=O)[O-])C#N)CCO